(2S)-2-(diethylcarbamoylamino)-4-[4-(5,6,7,8-tetrahydro-1,8-naphthyridin-2-yl)butyl-[2-(3,4,5-trimethoxyphenoxy)ethyl]amino]butanoic acid C(C)N(C(=O)N[C@H](C(=O)O)CCN(CCOC1=CC(=C(C(=C1)OC)OC)OC)CCCCC1=NC=2NCCCC2C=C1)CC